(R)-1-(4-(2-(6-(3-Aminopiperidine-1-carbonyl)-4-fluoro-3-methylpyrazolo[1,5-a]pyridin-2-yl)-1-(cyclopropylmethyl)-1H-indol-7-yl)piperidin-1-yl)-2-methoxyethan-1-one N[C@H]1CN(CCC1)C(=O)C=1C=C(C=2N(C1)N=C(C2C)C=2N(C1=C(C=CC=C1C2)C2CCN(CC2)C(COC)=O)CC2CC2)F